1-[2-Hydroxy-4-(2-methyl-2-propenyloxy)phenyl]-3-[4-(dimethylamino)phenyl]-2-propene-1-one OC1=C(C=CC(=C1)OCC(=C)C)C(C=CC1=CC=C(C=C1)N(C)C)=O